6-[1-[1-[2-Cyano-4-(2,7-diazaspiro[3.5]nonan-2-yl)-4-methyl-pent-2-enoyl]-4-piperidinyl]-5-methyl-pyrazol-4-yl]-4-methoxy-pyrazolo[1,5-a]pyridine-3-carbonitrile C(#N)C(C(=O)N1CCC(CC1)N1N=CC(=C1C)C=1C=C(C=2N(C1)N=CC2C#N)OC)=CC(C)(C)N2CC1(C2)CCNCC1